[4-[3-(trifluoromethyl)phenyl]sulfonylmorpholin-2-yl]benzothiophene-2-carboxamide FC(C=1C=C(C=CC1)S(=O)(=O)N1CC(OCC1)C1=C(SC2=C1C=CC=C2)C(=O)N)(F)F